C[Mn](C1C=CC=C1)C dimethylcyclopentadienyl-manganese